CC(=C)C=C(CC)C 2,4-dimethyl-1,3-hexadiene